ethyl tert-butyl ketone C(C)(C)(C)C(=O)CC